((5-cyclopropyl-3-(2-(trifluoromethyl)pyridin-3-yl)isoxazol-4-yl)methyl)phosphonic acid diethyl ester C(C)OP(OCC)(=O)CC=1C(=NOC1C1CC1)C=1C(=NC=CC1)C(F)(F)F